FC1(CN(CC1OCCN1CCCCC1)C1=NC=NN2C1=CC(=C2)C=2C(=NC(=NC2)OC)OC)F 4-[3,3-difluoro-4-[2-(1-piperidinyl)ethoxy]pyrrolidin-1-yl]-6-(2,4-dimethoxypyrimidin-5-yl)pyrrolo[2,1-f][1,2,4]triazine